C(CC)C1=C(OC2=NC(=NC=N2)OC2=C(C=CC=C2)/C(/C(=O)OC)=C\OC)C=CC=C1 methyl (E)-2-{2-[6-(2-n-propylphenoxy)-1,3,5-triazin-4-yloxy]phenyl}-3-methoxyacrylate